C(CCC)OC([C@H](C)NP1(OC[C@@H]2[C@@H](O1)C[C@@H](O2)N2C(NC(C(=C2)F)=O)=O)=O)OCCCC 1-((4aR,6R,7aS)-2-(((S)-1,1-Dibutoxypropane-2-yl)amino)-2-oxidotetrahydro-4H-furo[3,2-d][1,3,2]dioxaphosphinin-6-yl)-5-fluoropyrimidine-2,4(1H,3H)-dione